COC1(CC(C1)C(=O)NC1=CC(=C(C=C1)OC=1C=NC(=NC1)N1CCOCC1)C)C 3-methoxy-3-methyl-N-(3-methyl-4-((2-morpholino-pyrimidin-5-yl)oxy)phenyl)cyclobutane-1-carboxamide